C(C)OC(C)=O.C(C)N(CC)CC diethyl-ethylamine ethyl-acetate